C(C1=CC=CC=C1)NCCCCCCCC N-benzyl-octyl-amine